2,3-dihydro-1H-benzo[d]pyrrolo[1,2-a]Imidazole-5-amine C1CCC=2N1C=1C(N2)=C(C=CC1)N